C(CCCCC)N1C(C2=CN=CC=C2C(=C1)C1=CC(=C(CCN2CCC(CC2)OC2CCN(CC2)C(=O)OC(C)(C)C)C(=C1)OC)OC)=O tert-butyl 4-((1-(4-(2-hexyl-1-oxo-1,2-dihydro-2,7-naphthyridin-4-yl)-2,6-dimethoxyphenethyl)piperidin-4-yl)oxy)piperidine-1-carboxylate